[Ba].[Sc].[Bi] Bismuth scandium-barium